Tetranonyl-ammonium hydroxide [OH-].C(CCCCCCCC)[N+](CCCCCCCCC)(CCCCCCCCC)CCCCCCCCC